(S)-ethyl 8-(2-amino-6-((R)-1-(5-chloro-3'-(4-methylpiperazine-1-carbonyl)-[1,1'-biphenyl]-2-yl)-2,2,2-trifluoroethoxy)pyrimidin-4-yl)-2,8-diazaspiro[4.5]decane-3-carboxylate NC1=NC(=CC(=N1)N1CCC2(C[C@H](NC2)C(=O)OCC)CC1)O[C@@H](C(F)(F)F)C1=C(C=C(C=C1)Cl)C1=CC(=CC=C1)C(=O)N1CCN(CC1)C